(R)-5,6-difluoro-N-(8-fluoro-6-oxo-1,2,3,4,5,6-hexahydrophenanthridin-1-yl)-N-methyl-1H-indole-2-carboxamide FC=1C=C2C=C(NC2=CC1F)C(=O)N(C)[C@@H]1CCCC=2NC(C3=CC(=CC=C3C12)F)=O